OC1=CC=C(C=C1)C1COC2=CC(=CC=C2C1C1=CC(=C(C=C1)F)C)O 1-cis-3-(4-hydroxyphenyl)-4-(4-fluoro-3-methylphenyl)chroman-7-ol